BrC1=NC2=C(N=C1)N=C(S2)S(=O)(=O)C 6-bromo-2-(methylsulfonyl)thiazolo[4,5]pyrazine